ethyl 2-(trifluoromethyl)thiazole-5-carboxylate FC(C=1SC(=CN1)C(=O)OCC)(F)F